C(CCCCCCCCCCCCCCC)C(C(=O)O)CCCCCC.C(CCCCCCC)(=O)OCCCCCCCCCCCCCCCC cetyl octanoate (Cetyl Octanoate)